7-((3a'R,4'R,6'R,6a'S)-4'-methyl-4'-vinyltetrahydro-4'H-spiro[cyclohexane-1,2'-cyclopenta[d][1,3]dioxol]-6'-yl)-7H-pyrrolo[2,3-d]pyrimidin-4-imine C[C@@]1(C[C@H]([C@@H]2OC3(O[C@@H]21)CCCCC3)N3C=CC2=C3N=CNC2=N)C=C